9-Chloro-2,3-dimethyl-6-(N,N-dimethylaminoethyl-amino-2-oxoethyl)-6H-indolo-[2,3-b]quinoxaline ClC1=CC2=C(C=C1)N(C1=NC3=CC(=C(C=C3N=C12)C)C)C(C(=O)N(NC)NC)CC